3-hydroxynaphthalene-2-formaldehyde OC=1C(=CC2=CC=CC=C2C1)C=O